5-bromo-N-(cis-4-(morpholinomethyl)cyclohexyl)pyrrolo[2,1-f][1,2,4]triazin-2-amine BrC=1C=CN2N=C(N=CC21)N[C@@H]2CC[C@@H](CC2)CN2CCOCC2